anthranilic acid rac-tert-butyl-(3R,5S)-3-((tert-butyldiphenylsilyl)oxy)-5-((Z)-N'-hydroxycarbamimidoyl)piperidine-1-carboxylate C(C)(C)(C)OC(=O)N1C[C@@H](C[C@@H](C1)/C(/N)=N/O)O[Si](C1=CC=CC=C1)(C1=CC=CC=C1)C(C)(C)C.C(C=1C(N)=CC=CC1)(=O)O |r|